N,N,2-trimethyl-7-(piperidin-1-yl)pyrido[2,3-d]pyrimidine-6-carboxamide CN(C(=O)C1=CC2=C(N=C(N=C2)C)N=C1N1CCCCC1)C